porphyrin-imine C\1=CC/2=N/C1=C\C3C(=CC(=N3)/C=C\4/C=C/C(=C/C5=N/C(=C2)/C=C5)/N4)N